2-methyl-4,5,6,7-tetrahydrobenzothiophene-3-carboxylic acid CC=1SC2=C(C1C(=O)O)CCCC2